2-(1-(4-amino-3-(benzo[d][1,3]dioxol-5-yl)-1H-pyrazolo[3,4-d]pyrimidin-1-yl)ethyl)-3-cyclopentyl-5-fluoroquinazolin-4(3H)-one NC1=C2C(=NC=N1)N(N=C2C2=CC1=C(OCO1)C=C2)C(C)C2=NC1=CC=CC(=C1C(N2C2CCCC2)=O)F